FC1=C2CN(C(C2=CC(=C1C1CCN(CC1)CC=1C=NC=CC1)F)=O)C1C(NC(CC1)=O)=O 3-(4,6-difluoro-1-oxo-5-(1-(pyridin-3-ylmethyl)piperidin-4-yl)isoindolin-2-yl)piperidine-2,6-dione